4-nitrophenyl (R)-(1-(2-chlorophenyl)ethyl)carbamate ClC1=C(C=CC=C1)[C@@H](C)NC(OC1=CC=C(C=C1)[N+](=O)[O-])=O